3-amino-N-(1-(2-(methyl(2-(p-tolyloxy)ethyl)amino)-2-oxoethyl)-1H-pyrazol-4-yl)propenamide NC=CC(=O)NC=1C=NN(C1)CC(=O)N(CCOC1=CC=C(C=C1)C)C